2-fluoro-3-(2,2,2-trifluoroethoxy)pyridine FC1=NC=CC=C1OCC(F)(F)F